Ethyl 2-(2,6-dimethyl-4-(1-(5-oxo-4-(4-(trifluoromethyl)phenyl)-4,5-dihydro-1H-1,2,4-triazol-1-yl)propyl)phenoxy)-2-methylpropionate CC1=C(OC(C(=O)OCC)(C)C)C(=CC(=C1)C(CC)N1N=CN(C1=O)C1=CC=C(C=C1)C(F)(F)F)C